ClC1=C(C=C(C(=C1)Cl)OC)NC1=C(C=NC2=CC(=C(C=C12)OC)OCC=1C=C2C(N(C(C2=C(C1)F)=O)C1C(NC(CC1)=O)=O)=O)C#N 4-((2,4-dichloro-5-methoxyphenyl)amino)-7-((2-(2,6-dioxopiperidin-3-yl)-7-fluoro-1,3-dioxoisoindolin-5-yl)methoxy)-6-methoxyquinoline-3-carbonitrile